ClC=1C(=C(C=CC1)C(C(=O)N1CC2=C(N=C(NC2=O)C2(CC2)C2=CC(=CC=C2)C(C)C)CC1)O)F 6-(2-(3-chloro-2-fluorophenyl)-2-hydroxyacetyl)-2-(1-(3-isopropylphenyl)cyclopropyl)-5,6,7,8-tetrahydropyrido[4,3-d]pyrimidin-4(3H)-one